N-(5-BROMO-4-FORMYL-1,3-THIAZOL-2-YL)ACETAMIDE BrC1=C(N=C(S1)NC(C)=O)C=O